N[C@H](CC1(CCC2(C(=NNC(O2)=O)C2=C(C=C(C=C2)F)Br)CC1)O)C Trans-9-((S)-2-aminopropyl)-5-(2-bromo-4-fluorophenyl)-9-hydroxy-1-oxa-3,4-diazaspiro[5.5]undec-4-en-2-one